2-(3,5-Dichloro-4-((5-cyclopentyl-6-oxo-1,6-dihydropyridazin-3-yl)oxy)phenyl)-3,5-dioxo-2,3,4,5-tetrahydro-1,2,4-triazine-6-carbonitrile ClC=1C=C(C=C(C1OC1=NNC(C(=C1)C1CCCC1)=O)Cl)N1N=C(C(NC1=O)=O)C#N